C(C)C(CC=1C=C(C(C(=O)[O-])=CC1)C(=O)[O-])CCC(C)O 4-mono-(2-ethyl-5-hydroxy-hexyl)phthalate